(3-iodo-4-methylphenyl)-4-((4-methylpiperazin-1-yl)methyl)-3-(trifluoromethyl)benzamide IC=1C=C(C=CC1C)C1=C(C(=O)N)C=CC(=C1C(F)(F)F)CN1CCN(CC1)C